(1s,4s)-4-((2-(2,6-dioxopiperidin-3-yl)-1-oxoisoindolin-4-yl)(pentyl)amino)cyclohexane-carboxamide O=C1NC(CCC1N1C(C2=CC=CC(=C2C1)N(C1CCC(CC1)C(=O)N)CCCCC)=O)=O